O=C1NC(CCC1N1C(N(C2=C1C=CC(=C2)N2CCC(CC2)CN2CCN(CC2)CC2(CCN(CC2)C(=O)OC(C)(C)C)C)C)=O)=O tert-butyl 4-[[4-[[1-[1-(2,6-dioxo-3-piperidyl)-3-methyl-2-oxo-benzimidazol-5-yl]-4-piperidyl]methyl]piperazin-1-yl]methyl]-4-methyl-piperidine-1-carboxylate